C(C)(C)(C)C1=CC=C(C=C1)C1=NN=C(N1C1=CC=CC=C1)C1=CC=C(C=C1)C(C)(C)C 3,5-bis(4-(tert-butyl)phenyl)-4-phenyl-4H-1,2,4-triazole